N1=C(N=CC=C1)C=1C=C(CC2(CCCC2)C(=O)O)C=CC1 1-(3-(pyrimidin-2-yl)benzyl)cyclopentane-1-carboxylic acid